NC1=C(C(=O)O)C=C(C=C1)OCCS(=O)(=O)O 2-amino-5-(2-sulfoethoxy)benzoic acid